2-(2,6-dioxopiperidin-3-yl)-5-(3-((1-(2-(4-(1,2-diphenylbut-1-en-1-yl)phenoxy)ethyl)piperidin-4-yl)methyl)-3,6-diazabicyclo[3.1.1]heptane-6-yl)isoindoline-1,3-dione O=C1NC(CCC1N1C(C2=CC=C(C=C2C1=O)N1C2CN(CC1C2)CC2CCN(CC2)CCOC2=CC=C(C=C2)C(=C(CC)C2=CC=CC=C2)C2=CC=CC=C2)=O)=O